C(CCCCCCC\C=C/C[C@H](O)CCCCCC)(=O)O Ricinoleic acid